C(C(O)CO)OC(CCCCCCCCCCCCCCCCC)=O GlycerylStearate